(Z)-Methyl 3-(((4-((2-morpholinoethoxy)carbamoyl)phenyl)amino)(phenyl)methylene)-2-oxoindoline-6-carboxylate O1CCN(CC1)CCONC(=O)C1=CC=C(C=C1)N\C(=C\1/C(NC2=CC(=CC=C12)C(=O)OC)=O)\C1=CC=CC=C1